7-fluoro-5,5-dimethyl-2,3,4,5-tetrahydro-1H-benzo[c]Azepine FC1=CC2=C(CNCCC2(C)C)C=C1